O=C1NC(CCC1C=1C(=NC2=C(C=CC=C2C1)OCC(=O)OC(C)(C)C)C)=O tert-butyl 2-{[3-(2,6-dioxopiperidin-3-yl)-2-methylquinolin-8-yl]oxy}acetate